1-(2,6-dimethyl-phenyl)-piperidin CC1=C(C(=CC=C1)C)N1CCCCC1